2-bromo-3-fluoroisonicotinamide BrC=1C(=C(C(=O)N)C=CN1)F